OC(C)(C)C1=CC=CC(=N1)N1N(C(C=2C1=NC(=NC2)NC2=CC=C(C=C2)N2CCN(CC2)C)=O)CC=C 1-[6-(2-Hydroxypropan-2-yl)pyridin-2-yl]-6-[4-(4-methylpiperazin-1-yl)anilino]-2-prop-2-enylpyrazolo[3,4-d]pyrimidin-3-one